2-methylamino-1,3-propanediol CNC(CO)CO